CNC1=CC(=CC=C1)[N+](=O)[O-] N-methyl-3-nitro-anIline